N-methyl-5-(4-(3-(4-oxo-3-(trifluoromethyl)-4,5-dihydro-1H-pyrazolo[3,4-d]pyrimidin-6-yl)pyrrolidin-1-yl)piperidin-1-yl)pyridine CN1CC=CC(=C1)N1CCC(CC1)N1CC(CC1)C=1NC(C2=C(N1)NN=C2C(F)(F)F)=O